CC(C(C)NCCCCCCCCCCCN)CC N-(3-methylpentane-2-yl)undecane-1,11-diamine